2,5-Dimethyl-4-isopropoxy-phenol CC1=C(C=C(C(=C1)OC(C)C)C)O